(2r,4s,5r)-5-(6-amino-2-chloro-9H-purin-9-yl)-4-((tert-butyldimethylsilyl)oxy)-2-(((4-methoxyphenyl)diphenylmethoxy)methyl)-dihydrofuran-3(2H)-one NC1=C2N=CN(C2=NC(=N1)Cl)[C@H]1[C@@H](C([C@H](O1)COC(C1=CC=CC=C1)(C1=CC=CC=C1)C1=CC=C(C=C1)OC)=O)O[Si](C)(C)C(C)(C)C